3-fluoro-2-hydroxy-5-((4-(pyrrolidin-1-yl)phenyl)sulfonyl)benzaldehyde FC=1C(=C(C=O)C=C(C1)S(=O)(=O)C1=CC=C(C=C1)N1CCCC1)O